6-ethoxy-4-(6-(4-(pyrimidin-2-yloxy)piperidin-1-yl)pyridin-3-yl)pyrazolo[1,5-a]pyridine-3-carbonitrile C(C)OC=1C=C(C=2N(C1)N=CC2C#N)C=2C=NC(=CC2)N2CCC(CC2)OC2=NC=CC=N2